Cl.N1C[C@@H](CCC1)CC(=O)OCC Ethyl (S)-2-(piperidin-3-yl)acetate hydrochloride